N-(6-bromo-3-carbamoyl-1-chloro-2-naphthyl)-2-(3-chloro-2-pyridinyl)-5-(trifluoromethyl)pyrazole-3-carboxamide BrC=1C=C2C=C(C(=C(C2=CC1)Cl)NC(=O)C=1N(N=C(C1)C(F)(F)F)C1=NC=CC=C1Cl)C(N)=O